7-bromo-5-(cyclopropylmethyl)-4-(6-cyclopropylpyridin-3-yl)-2-(2-methyl-2H-indazol-5-yl)-2,5-dihydro-3H-pyrrolo[3,2-c]pyridazin-3-one BrC1=CN(C=2C1=NN(C(C2C=2C=NC(=CC2)C2CC2)=O)C2=CC1=CN(N=C1C=C2)C)CC2CC2